[(3R,6R)-6-methyl-3-piperidyl] 5-[[4-[[2-(6-methyl-2-pyridyl)pyrimidin-4-yl]amino]pyrimidin-2-yl]amino]pyridine-2-carboxylate CC1=CC=CC(=N1)C1=NC=CC(=N1)NC1=NC(=NC=C1)NC=1C=CC(=NC1)C(=O)O[C@H]1CN[C@@H](CC1)C